(2'-(9H-carbazol-9-yl)-[1,1'-biphenyl]-2-yl)boronic acid C1=CC=CC=2C3=CC=CC=C3N(C12)C1=C(C=CC=C1)C1=C(C=CC=C1)B(O)O